(2r,5s)-5-[2-(4-chloro-3-fluorophenoxy)acetamido]-N-[(1r,3r)-3-(trifluoromethoxy)cyclopentyl]piperidine-2-carboxamide ClC1=C(C=C(OCC(=O)N[C@H]2CC[C@@H](NC2)C(=O)N[C@H]2C[C@@H](CC2)OC(F)(F)F)C=C1)F